3-(2-oxo-5-phenyloxazol-3(2H)-yl)piperidine-2,6-dione O=C1OC(=CN1C1C(NC(CC1)=O)=O)C1=CC=CC=C1